C[C@H]1OCCN(C1)C1=CC=CC(=N1)NC(C1=C(C=C(C=C1)NS(=O)(=O)C(F)(F)F)N1CCC2(CC2)CC1)=O (R)-N-(6-(2-Methylmorpholino)pyridin-2-yl)-2-(6-azaspiro[2.5]octan-6-yl)-4-((trifluoromethyl)sulfonamido)benzamide